BrC=1C(C(=CN(C1C)CC)C(=O)O)=O 5-bromo-1-ethyl-6-methyl-4-oxo-1,4-dihydropyridine-3-carboxylic acid